C(#N)C(NC(=O)[C@@H]1[C@H]2C([C@H]2CN1C([C@H](C(C)(C)C)NC(C(F)(F)F)=O)=O)(C)C)C1=CN=C2N1C=CC=N2 (1R,2S,5S)-N-[cyano(imidazo[1,2-a]pyrimidin-3-yl)methyl]-3-[(2S)-3,3-dimethyl-2-[(2,2,2-trifluoroacetyl)amino]butanoyl]-6,6-dimethyl-3-azabicyclo[3.1.0]hexane-2-carboxamide